(S)-ethyl 1-amino-2-(1-(tert-butoxycarbonyl) pyrrolidin-2-yl)-4-(4-((4-(trifluoromethyl) pyridin-2-yl) carbamoyl) phenyl)-1H-imidazole-5-carboxylate NN1C(=NC(=C1C(=O)OCC)C1=CC=C(C=C1)C(NC1=NC=CC(=C1)C(F)(F)F)=O)[C@H]1N(CCC1)C(=O)OC(C)(C)C